CN1CCN(CC1)CCNC(C1=CC(=CC=C1)NC1=NC=C(C=N1)C1=CC=CC=C1)=O N-[2-(4-methylpiperazin-1-yl)ethyl]-3-[(5-phenylpyrimidin-2-yl)amino]benzamide